C1=CC(=CC=2SC3=C(C21)C=CC=C3)C3=CC=C(C=C3)B(O)O (4-(dibenzo[b,d]thiophen-3-yl)phenyl)boronic acid